O1CCC2=C1C=CC=C2 dihydrobenzofurane